CC1=NC=C(C(=C1)C=1N=CC=2N(C1)C=C(N2)N)OC2C[C@H]1COC[C@@H](C2)N1 6-[2-methyl-5-[[(1R,5S)-3-oxa-9-azabicyclo[3.3.1]nonan-7-yl]oxy]-4-pyridyl]imidazo[1,2-a]pyrazin-2-amine